C(C1=CC=CC=C1)C=1C=NC2=CC(=NC=C2C1)C(C(F)(F)F)N1CC(C(CC1)(F)F)C=1C=CC(NC1)=O 5-(1-(1-(3-Benzyl-1,6-naphthyridin-7-yl)-2,2,2-trifluoroethyl)-4,4-difluoropiperidin-3-yl)pyridin-2(1H)-one